C(C)C(C(=O)O)C(=O)O.C(C)C(C(=O)O)C(=O)O.C(CCO)O 1,3-Propandiol-bis(ethyl malonat)